CC1(C=CC(C1)CC(=O)OCCC)C n-propyl (4,4-dimethyl-2-cyclopentenyl)acetate